3-[4-[4-chloro-7-[4-fluoro-2-(2-methoxyethoxy)phenyl]thieno[3,2-c]pyridin-6-yl]pyrazol-1-yl]azetidine-1-carboxylic acid tert-butyl ester C(C)(C)(C)OC(=O)N1CC(C1)N1N=CC(=C1)C1=C(C2=C(C(=N1)Cl)C=CS2)C2=C(C=C(C=C2)F)OCCOC